C(C)(C)(C)OC(=O)N1CC(CCC1)C1=C(C=CC(=C1)N)C(=O)OC 3-(5-amino-2-methoxycarbonyl-phenyl)piperidine-1-carboxylic acid tert-butyl ester